C(C)C=1C=C(C=CC1C1=CC=C2C(=NN(C2=C1)C1OCCCC1)C=1NC=C(N1)I)O 3-ethyl-4-(3-(4-iodo-1H-imidazol-2-yl)-1-(tetrahydro-2H-pyran-2-yl)-1H-indazol-6-yl)phenol